4-((R)-1-(5-fluoropyridin-2-yl)ethoxy)-6-(1-((S)-1-(1-hydroxycyclobutane-1-carbonyl)piperidin-3-yl)-5-methyl-1H-pyrazol-4-yl)pyrazolo[1,5-a]pyridine-3-carbonitrile FC=1C=CC(=NC1)[C@@H](C)OC=1C=2N(C=C(C1)C=1C=NN(C1C)[C@@H]1CN(CCC1)C(=O)C1(CCC1)O)N=CC2C#N